CC(C)C=1C=CC2=C(NC(=N2)S)C1 6-(propan-2-yl)-1H-1,3-benzodiazole-2-thiol